ethyl 1-(4-nitrophenyl)-1H-pyrazole-3-carboxylate [N+](=O)([O-])C1=CC=C(C=C1)N1N=C(C=C1)C(=O)OCC